methyl 4-bromo-2-acetamido-3-fluoro-5-iodobenzoate BrC1=C(C(=C(C(=O)OC)C=C1I)NC(C)=O)F